FC(C1=C(C=CC=C1)C1=CC=C(C=C1)OC1C(COC1)NS(=O)(=O)C(C)C)(F)F N-[4-{[2'-(trifluoro-methyl)-biphenyl-4-yl]oxy}-tetrahydrofuran-3-yl]propane-2-sulfonamide